2-phenylisoquinolin-1-one C1(=CC=CC=C1)N1C(C2=CC=CC=C2C=C1)=O